2-bromo-6-(difluoromethoxy)benzoic acid BrC1=C(C(=O)O)C(=CC=C1)OC(F)F